tetrahydrofuran chromium (iii) trichloride [Cl-].[Cl-].[Cl-].[Cr+3].O1CCCC1